N[C@@H](C(F)(F)F)C1=CC2=C(SC(=C2Br)C(F)(F)P(O)(O)=O)C(=C1)OCCCC(F)(F)F |o1:1| (R or S)-((5-(1-amino-2,2,2-trifluoroethyl)-3-bromo-7-(4,4,4-trifluorobutoxy)benzo[b]thiophen-2-yl)difluoromethyl)phosphonic acid